C1(=CC=CC2=CC=CC=C12)NC1=CC=CC=C1 N-(1-naphthyl)aniline